NC1=NC(=NC=C1C(F)(F)F)C=1C=C2C=CN(C(C2=CC1F)=O)CC[C@@H]1[C@H](CCC1)NC=1C=NNC(C1C(F)(F)F)=O 6-(4-amino-5-(trifluoromethyl)pyrimidin-2-yl)-7-fluoro-2-(2-((1R,2S)-2-((6-oxo-5-(trifluoromethyl)-1,6-dihydropyridazin-4-yl)amino)cyclopentyl)ethyl)isoquinolin-1(2H)-one